oleyl alcohol isostearate C(CCCCCCCCCCCCCCC(C)C)(=O)OCCCCCCCC\C=C/CCCCCCCC